C(C)(=O)OC1C=CC(C(OC(CCCCC1(C)O)=O)\C(\C)=C\C=O)C 7-hydroxy-3,7-dimethyl-12-oxo-2-((E)-4-oxobut-2-en-2-yl)oxacyclododec-4-en-6-yl acetate